COC1=CC=C(C=C1)C1=CC(=C2C(=N1)C=CS2)NCCCN2CCCC2 5-(4-methoxyphenyl)-N-(3-(pyrrolidin-1-yl)propyl)thieno[3,2-b]pyridin-7-amine